N=1C=CN2C1C=CC(=C2)C=2C=CN1N=C(N=CC12)C1(CCC(CC1)N)N 1-(5-(imidazo[1,2-a]pyridin-6-yl)pyrrolo[2,1-f][1,2,4]triazin-2-yl)cyclohexane-1,4-diamine